CNC1NC(NC(C1)C)N 4-N,6-dimethyl-1,3-diazinane-2,4-diamine